1-triethylsiloxy-1,3-cyclopentadiene C(C)[Si](OC1=CC=CC1)(CC)CC